(S)-N-(7-chloro-6-(1-((3R,4R)-4-hydroxy-3-methyltetrahydrofuran-3-yl)piperidin-4-yl)isoquinolin-3-yl)spiro[2.2]pentane-1-carboxamide ClC1=C(C=C2C=C(N=CC2=C1)NC(=O)[C@H]1CC12CC2)C2CCN(CC2)[C@@]2(COC[C@@H]2O)C